6-[8-[(1-chloro-6,7-dihydro-5H-cyclopenta[c]pyridin-6-yl)methyl]-2-oxo-1-oxa-3,8-diazaspiro[4.5]decan-3-yl]-4H-pyrazino[2,3-b][1,4]oxazin-3-one ClC1=NC=CC2=C1CC(C2)CN2CCC1(CN(C(O1)=O)C1=NC3=C(OCC(N3)=O)N=C1)CC2